C12COCC(CN(C1)C(=O)[O-])C2 3-oxa-7-azabicyclo[3.3.1]Nonane-7-carboxylate